C(C1=CC=CC=C1)C(C(=O)O)(C(=O)O)OC[C@H]1O[C@H]([C@@H]([C@@]1(O)C#C)O)N1C2=NC(=NC(=C2N=C1)NCC(=O)O)Cl 2-benzyl-2-(((2R,3S,4R,5R)-5-(6-((carboxymethyl)amino)-2-chloro-9H-purin-9-yl)-3-ethynyl-3,4-dihydroxytetrahydrofuran-2-yl)methoxy)malonic acid